2,6-di-t-Butyltoluene C(C)(C)(C)C1=C(C)C(=CC=C1)C(C)(C)C